1-[8-(2-chlorophenyl)-9-(4-chlorophenyl)-2-(2-hydroxy-2-methyl-propoxy)purin-6-yl]-4-methyl-piperidine-4-carboxamide ClC1=C(C=CC=C1)C=1N(C2=NC(=NC(=C2N1)N1CCC(CC1)(C(=O)N)C)OCC(C)(C)O)C1=CC=C(C=C1)Cl